C(C)S(=O)C=1C=C(C=CC1)NC1=NC(=NC(=N1)NC(C)C)C1=CC=CC=C1 N2-(3-(ethylsulfinyl)phenyl)-N'-isopropyl-6-phenyl-1,3,5-triazine-2,4-diamine